C(C1=CC=CC=C1)S(=O)(=O)CC[C@@H](CCC=C)S(=O)(=O)N(CC1=CC=C(C=C1)OC)CC1=CC=C(C=C1)OC (3R)-1-(BENZYLSULFONYL)-N,N-BIS(4-METHOXYBENZYL)-6-HEPTENE-3-SULFONAMIDE